C(=O)(O)C1=CC(=C(C(=O)NC=2C=CC(=NC2)C(=O)O)C=C1O)O 5-(4-carboxy-2,5-dihydroxybenzoylamino)picolinic acid